NC1=NC=2C=C(C=CC2C2=C1N=C(N2OCCCCNC=2C(C(C2NCCCCCCCCCCCCCCCCC)=O)=O)CCCC)P(=O)(CC)CC 3-(4-(4-amino-2-butyl-7-(diethylphosphoryl)-1H-imidazo[4,5-c]quinolin-1-yloxy)butylamino)-4-(heptadecylamino)cyclobut-3-ene-1,2-dione